C(OCC1(N2CCC(C1=O)CC2)COC)OCC2(N1CCC(C2=O)CC1)COC 2,2'-((methylenebis(oxy))bis(methylene))bis(2-(methoxymethyl)quinuclidin-3-one)